benzyl 4-{2-[4-(4-chlorophenyl)-5-[2-(formamidomethyl)pyridin-4-yl]-1H-imidazol-1-yl]acetyl}piperazine-1-carboxylate ClC1=CC=C(C=C1)C=1N=CN(C1C1=CC(=NC=C1)CNC=O)CC(=O)N1CCN(CC1)C(=O)OCC1=CC=CC=C1